C(C)(C)(C)C1=C(N)C=CC=C1 2-(tert-butyl)aniline